OP(O)(=O)OP(=O)(O)O.P phosphine pyrophosphate